C(#N)C1(C(C(=S)[S-])C=CC(=C1)C#N)CCC 2-Cyano-2-propyl-4-cyanobenzodithioat